3-acryloxypropyldimethylethoxysilane C(C=C)(=O)OCCC[Si](OCC)(C)C